FC1=C(CN2C[C@@H]3[C@H](C2)CC(C3)NC=3N=NC(=CC3)C3=C(C(=CC(=C3)F)F)F)C=CC=C1 (3aR,5s,6aS)-2-(2-fluorobenzyl)-N-(6-(2,3,5-trifluorophenyl)pyridazin-3-yl)octahydrocyclopenta[c]pyrrol-5-amine